O=S1(N(CCC1)C=1C=C(C=CC1)N1C=CC2=C(C=CC(=C12)C)F)=O N-(3-(1,1-dioxidoisothiazolidin-2-yl)phenyl)-4-fluoro-7-methyl-1H-indole